5-CHLORO-2,2-DIMETHYLPENTANAL ClCCCC(C=O)(C)C